tert-Butyl 7-(3-(3,4-dimethoxyphenyl)-1H-pyrazolo[4,3-c]quinolin-1-yl)-3,4-dihydroisoquinoline-2(1H)-carboxylate COC=1C=C(C=CC1OC)C1=NN(C2=C1C=NC=1C=CC=CC21)C2=CC=C1CCN(CC1=C2)C(=O)OC(C)(C)C